C(C(C)C)C1=CC=C(C=C1)OC1=CC=C(C=C1)CC(C)C p-isobutylphenyl ether